methyl (R)-3-methyl-phenylsulfinylacetate CC=1C=C(C=CC1)[S@](=O)CC(=O)OC